2-(5-(2-fluorobenzyl)-5-hydroxyhexa-hydrocyclopenta[c]pyrrol-2(1H)-yl)-1-(5-hydroxypyridin-2-yl)ethanone FC1=C(CC2(CC3C(CN(C3)CC(=O)C3=NC=C(C=C3)O)C2)O)C=CC=C1